4-Chloro-5-(3-(1-(4-fluoro-2-(trifluoromethyl)phenyl)vinyl)-5,6-dihydroimidazo[1,2-a]pyrazin-7(8H)-yl)pyridazin-3(2H)-one ClC=1C(NN=CC1N1CC=2N(CC1)C(=CN2)C(=C)C2=C(C=C(C=C2)F)C(F)(F)F)=O